sodium bis(3-sulfopropyl) disulfide S(=O)(=O)(O)CCCSSCCCS(=O)(=O)O.[Na]